10'-((6-bromoquinoline-2,3-diyl)bis(4,1-phenylene))bis(10H-phenothiazine) BrC=1C=C2C=C(C(=NC2=CC1)C1=CC=C(C=C1)C1=CC=CC=2SC3=CC=CC=C3NC12)C1=CC=C(C=C1)C1=CC=CC=2SC3=CC=CC=C3NC12